CN1C=NC(=C1C1=CC=C(C[N+]2=NOC(=C2)[N-]C(NC2=CC(=CC=C2)C(F)(F)F)=O)C=C1)C (3-(4-(1,4-dimethyl-1H-imidazol-5-yl)benzyl)-1,2,3-oxadiazol-3-ium-5-yl)((3-(trifluoromethyl)phenyl)carbamoyl)amide